N-(pyridin-3-ylmethyl)nicotinamide N1=CC(=CC=C1)CNC(C1=CN=CC=C1)=O